(R,Z)-1-(4-fluoro-4-(5-((1-(2-methyl-3-(trifluoromethyl)phenyl)ethyl)-imino)-5,7,8,9-tetrahydropyrido[4,3-e]pyrrolo[1,2-a]pyrimidin-3-yl)piperidin-1-yl)ethan-1-one FC1(CCN(CC1)C(C)=O)C1=CC=2/C(/N=C3N(C2C=N1)CCC3)=N/[C@H](C)C3=C(C(=CC=C3)C(F)(F)F)C